C1(=CC(=CC=C1)N1CCN(CC1)C([C@H](COC)NC(C([2H])([2H])[2H])=O)=O)C1=CC=CC=C1 (S)-N-(1-(4-([1,1'-biphenyl]-3-yl)piperazin-1-yl)-3-methoxy-1-oxopropan-2-yl)acetamide-2,2,2-d3